NC1=CC=C(C=C1)S(=O)(=O)NNC(=O)NC1=CC=CC=C1 2-((4-aminophenyl)sulfonyl)-N-phenylhydrazine-1-carboxamide